ClC=1C=C(C#N)C=C(C1)OC1=C(N=CN(C1=O)CC1=NNC(C(=C1)O)=O)C(F)(F)F 3-chloro-5-((1-((5-hydroxy-6-oxo-1,6-dihydropyridazin-3-yl)methyl)-6-oxo-4-(trifluoromethyl)-1,6-dihydropyrimidin-5-yl)oxy)benzonitrile